NC=1C=C2C(=CC=NC2=CC1C)OCCNC1CCC(CC1)N1C2=NC(=NC=C2N(C1=O)C([2H])([2H])[2H])Cl 9-((1s,4s)-4-((2-((6-amino-7-methylquinolin-4-yl)oxy)ethyl)amino)cyclohexyl)-2-chloro-7-(methyl-d3)-7,9-dihydro-8H-purin-8-one